N1C=CC2=CC=CC(=C12)C1CC(C1)O 3-(1H-indol-7-yl)cyclobutanol